(5-amino-4-bromopyridin-2-yl)((2S,4aS,9aR)-2-methyl-7-(trifluoromethyl)-2,3,9,9a-tetrahydroindeno[2,1-b][1,4]oxazin-4(4aH)-yl)methanone NC=1C(=CC(=NC1)C(=O)N1[C@@H]2[C@H](O[C@H](C1)C)CC=1C=C(C=CC12)C(F)(F)F)Br